di(1,1,1-trimethylolpropane) tetrastearate C(CCCCCCCCCCCCCCCCC)(=O)O.C(CCCCCCCCCCCCCCCCC)(=O)O.C(CCCCCCCCCCCCCCCCC)(=O)O.C(CCCCCCCCCCCCCCCCC)(=O)O.C(O)C(CC)(CO)CO.C(O)C(CC)(CO)CO